4-bromo-1-(tetrahydro-2H-pyran-2-yl)-1H-pyrazole BrC=1C=NN(C1)C1OCCCC1